4-methoxy-5-(3-(3-methoxy-N-propioylbenzamido)propoxy)-2-propioamidobenzoic acid methyl ester COC(C1=C(C=C(C(=C1)OCCCN(C(C1=CC(=CC=C1)OC)=O)C(CC)=O)OC)NC(CC)=O)=O